ClC1=NC=C(C(=C1)N1C(=NC(=CC1=O)O)C)C 3-(2-chloro-5-methylpyridin-4-yl)-6-hydroxy-2-methylpyrimidin-4(3H)-one